3-[(2-methylbenzyl)sulfanyl]-5-propyl[1,2,4]triazolo[4,3-a]pyrimidin-7(8H)-one CC1=C(CSC2=NN=C3N2C(=CC(N3)=O)CCC)C=CC=C1